OP(O)OP(O)O.C(C)(C)(C)C1=C(C=CC(=C1)C(C)(C)C)C(O)(C(CO)(CO)CO)C1=C(C=C(C=C1)C(C)(C)C)C(C)(C)C bis(2,4-di-tert.butyl-phenyl)pentaerythritol diphosphite